5-aza-uracil N1C(=O)NC(=O)N=C1